(3aS,5S,6aR)-5-(2,4-difluorophenoxy)-2-((S)-2-hydroxy-2-(4-hydroxyphenyl)ethyl)hexahydrocyclopenta[c]pyrrol-3a(1H)-ol FC1=C(O[C@@H]2C[C@@]3([C@@H](CN(C3)C[C@H](C3=CC=C(C=C3)O)O)C2)O)C=CC(=C1)F